ethyl 7-(spiro[3.5]nonan-7-yl)-5,6,7,8-tetrahydro-1,7-naphthyridine-3-carboxylate C1CCC12CCC(CC2)N2CCC=1C=C(C=NC1C2)C(=O)OCC